N1(CCCCCC1)C=1C=C(C=CC1C(=O)N1CCN(CC1)CCC)NC(=O)C1CCC1 N-[3-(azepan-1-yl)-4-(4-propylpiperazine-1-carbonyl)phenyl]cyclobutanecarboxamide